Methoxymagnesium chlorid CO[Mg]Cl